CC1=C(C(=CC(=C1)C1=CC=CC=C1)CCCCC)O 2-methyl-4-phenyl-6-pentylphenol